C(C=C)C1=C2C(=CN=CC2=CC=C1)N=C(C1=CC=CC=C1)C1=CC=CC=C1 N-(5-allylisoquinolin-4-yl)-1,1-diphenylmethanimine